FC=1C(=C(C=NC1)NC(\C=C\C1=CC=C2C(=NNC2=C1)C)=O)C (2E)-N-(5-fluoro-4-methylpyridin-3-yl)-3-(3-methyl-1H-indazol-6-yl)prop-2-enamide